1-{2-[(2R,5R)-2-(Methoxymethyl)-5-methylpiperazin-1-yl]acetyl}-3-methyl-3-phenyl-2,3-dihydro-1H-indole-6-carbonitrile COC[C@@H]1N(C[C@H](NC1)C)CC(=O)N1CC(C2=CC=C(C=C12)C#N)(C1=CC=CC=C1)C